C(C1=CC=CC=C1)OC1=C(C=C(C(=O)NC2=CC(=C(C=C2)N2CCCC2)C(F)(F)F)C=C1F)C1SCCCS1 4-(benzyloxy)-3-(1,3-dithian-2-yl)-5-fluoro-N-(4-(pyrrolidin-1-yl)-3-(trifluoromethyl)phenyl)benzamide